[(7R,9aR)-7-(4-chlorophenyl)-1,3,4,6,7,8,9,9a-octahydropyrido[1,2-a]pyrazin-2-yl]-[3-[(E)-2-(4-aminophenyl)vinyl]-2-bromo-phenyl]methanone ClC1=CC=C(C=C1)[C@H]1CC[C@H]2N(CCN(C2)C(=O)C2=C(C(=CC=C2)\C=C\C2=CC=C(C=C2)N)Br)C1